1-(2-(4-cyclopentylphenyl)-1H-benzo[d]imidazol-5-yl)-3-(5-methoxy-2,2-dimethyl-2H-chromen-6-yl)urea C1(CCCC1)C1=CC=C(C=C1)C1=NC2=C(N1)C=CC(=C2)NC(=O)NC=2C(=C1C=CC(OC1=CC2)(C)C)OC